C(N)(OC(=O)OC(CC1=NC=C(N=C1C1=CC(=NO1)C1=CC=C(C=C1)C#N)Br)(C)C)=O 5-bromo-3-(3-(4-cyanophenyl) 5-isoxazolyl)2-pyrazinyl(tert-butoxycarbonyl) carbamate